FC1([C@@H]([C@@H](N(C1)C(=O)C1CC(C1)F)CC=1C(=C(C=CC1)C1=C(C(=CC=C1)F)F)F)NS(=O)(=O)CC)F N-{(2S,3R)-4,4-difluoro-1-(3-fluoro-cyclobutane-1-carbonyl)-2-[(2,2',3'-trifluoro[1,1'-biphenyl]-3-yl)methyl]-pyrrolidin-3-yl}ethanesulfonamide